8-(4-chloro-2-(difluoromethyl)phenyl)-4-fluoro-9-(4-((1-(3-fluoropropyl)azetidin-3-yl)methyl)phenyl)-6,7-dihydro-5H-benzo[7]annulene-3-carboxylic acid hydrochloride Cl.ClC1=CC(=C(C=C1)C=1CCCC2=C(C1C1=CC=C(C=C1)CC1CN(C1)CCCF)C=CC(=C2F)C(=O)O)C(F)F